FC1(OC=2C(=CC=3C(=CN(C(C3C2)=O)C2=C3C=CNC3=CC(=C2)F)C(=O)N2CCCCC2)O1)F 2,2-difluoro-6-(6-fluoro-1H-indol-4-yl)-8-(piperidine-1-carbonyl)-2H,5H,6H-[1,3]dioxolo[4,5-g]isoquinolin-5-one